C(C)(C)OC(CCC(C)(C)C)=O 4,4-dimethylpentanoic acid isopropyl ester